NC=1C=C(C=CC1Cl)C1=CC=NC(N1C(C)C1=CC(=CC=C1)C=1C=NN(C1)C)C 6-(3-amino-4-chlorophenyl)-2-methyl-N-{1-[3-(1-methyl-1H-pyrazol-4-yl)phenyl]ethyl}pyrimidin